2-chloro-4,6-bis((16-methylheptadecyl)oxy)-1,3,5-triazine ClC1=NC(=NC(=N1)OCCCCCCCCCCCCCCCC(C)C)OCCCCCCCCCCCCCCCC(C)C